1-(4-(Bromomethyl)-6-fluoropyridin-3-yl)dihydropyrimidine-2,4(1H,3H)-dione BrCC1=C(C=NC(=C1)F)N1C(NC(CC1)=O)=O